CC1(CC(=C(C(=C1)CCCCC)C1(C=CCCC1)C(=C)C)O)O 3-methyl-6-(1-methylethenyl-2-cyclohexen-1-yl)-5-pentyl-1,3-benzendiol